ClC=1C=C(C(=NC1)C(=O)NC1=CC=CC=C1)SCC 5-chloro-3-ethylsulfanyl-N-phenyl-pyridine-2-carboxamide